isopropylxanthic acid potassium salt CC(C)OC(=S)[S-].[K+]